FC(C)(F)C1=CC=CC(=N1)N1N=C(C=2C=NC(=CC21)C(C(=O)N)COC)N2CCOCC2 (1-(6-(1,1-difluoroethyl)pyridin-2-yl)-3-morpholino-1H-pyrazolo[4,3-c]pyridin-6-yl)-3-methoxypropionamide